N-(3-(2-chloro-3-(3-(2-oxo-2-carboxyethylamino)propoxy)phenyl)anilino)benzisothiazol ClC1=C(C=CC=C1OCCCNCC(C(=O)O)=O)C=1C=C(NN2SC3=C(C2)C=CC=C3)C=CC1